S1C(=CC=C1)CNC(C(C)(C)C)=O N-(thiophen-2-ylmethyl)pivaloamide